S1C=C(C2=C1C=CC=C2)C=2C(NC1=CC=CC=C1C2)=O 3-benzothiophen-3-yl-quinolinone